3-[5-fluoro-1H-pyrrolo[2,3-b]pyridin-3-yl]-1-[6-(4-hydroxycyclohexyl)pyridin-3-yl]urea FC=1C=C2C(=NC1)NC=C2NC(NC=2C=NC(=CC2)C2CCC(CC2)O)=O